(S)-ethyl 8-(2-amino-6-((R)-1-(5-((E)-3-ethoxy-3-oxoprop-1-en-1-yl)-2-(3-methyl-1H-pyrazol-1-yl)phenyl)-2,2,2-trifluoroethoxy)pyrimidin-4-yl)-2,8-diazaspiro[4.5]decane-3-carboxylate NC1=NC(=CC(=N1)N1CCC2(C[C@H](NC2)C(=O)OCC)CC1)O[C@@H](C(F)(F)F)C1=C(C=CC(=C1)\C=C\C(=O)OCC)N1N=C(C=C1)C